S1C(NCC1)C(=O)O thiazolidine-2-carboxylic acid